(1S,5S,6R)-7,7-dimethyl-3-tosyl-3-azabicyclo[3.2.0]heptan-6-ol CC1([C@@H]([C@@H]2CN(C[C@H]12)S(=O)(=O)C1=CC=C(C)C=C1)O)C